tert-butyl 4-hydroxy-4-(6-(pyrrolidin-1-yl)pyridin-3-yl)piperidine-1-carboxylate OC1(CCN(CC1)C(=O)OC(C)(C)C)C=1C=NC(=CC1)N1CCCC1